ClC1=CC(=C(C=N1)NC(=O)C1(CN(C1)C1=NN=NN1)C1=C(C=CC=C1)C(C)C)OC N-(6-chloro-4-methoxypyridin-3-yl)-3-(2-isopropylphenyl)-1-(1H-tetrazol-5-yl)azetidine-3-carboxamide